COC=1C=C2CN(CC2=CC1)C(CSC=1SC=CN1)=O 1-(5-methoxy-1,3-dihydro-2H-isoindol-2-yl)-2-(1,3-thiazol-2-ylsulfanyl)ethanone